NC=1C=C2C(=NNC2=C(C1C(C1=C(C=CC(=C1)F)Cl)=O)C#N)C#N 5-amino-6-(2-chloro-5-fluorobenzoyl)-1H-indazole-3,7-dinitrile